((S)-1-((3R,5'S)-5'-carbamoyl-2-oxospiro[indoline-3,3'-pyrrolin]-1'-yl-4',4'-d2)-4-methyl-1-oxopentan-2-yl)(methyl)carbamic acid tert-butyl ester C(C)(C)(C)OC(N(C)[C@H](C(=O)N1C[C@]2(C([C@H]1C(N)=O)([2H])[2H])C(NC1=CC=CC=C12)=O)CC(C)C)=O